C(CCC)OC1=C(C=CC(=C1)OCCCC)C1=CC=C(C=C1)N(C1=CC=C(C=C1)C1=CC=C(S1)/C=C(/C(=O)O)\C#N)C1=CC=C(C=C1)C1=C(C=C(C=C1)OCCCC)OCCCC (E)-3-(5-(4-(bis(2',4'-dibutoxy-[1,1'-biphenyl]-4-yl)amino)phenyl)thiophen-2-yl)-2-cyanoacrylic acid